(R)-3-(propylamino)pyrrolidine-1-carboxylic acid tert-butyl ester C(C)(C)(C)OC(=O)N1C[C@@H](CC1)NCCC